C(C)(C)(C)OC(=O)N1CC(N(CC1)CCC(NC1=NC=CC(=C1)Br)=O)CC(=O)OC 4-{2-[(4-bromopyridin-2-yl)carbamoyl]Ethyl}-3-(2-methoxy-2-oxoethyl)piperazine-1-carboxylic acid tert-butyl ester